C1=CC=CC=2C3=CC=CC=C3C(C12)COC(N[C@H](C(N[C@H](C(NCOCC(C(=O)OCC1=CC=CC=C1)(C)C)=O)C)=O)C(C)C)=O benzyl (5S,8S)-1-(9H-fluoren-9-yl)-5-isopropyl-8,14,14-trimethyl-3,6,9-trioxo-2,12-dioxa-4,7,10-triazapentadecan-15-oate